OCC[N+](CCO)(CCO)CCO hydroxyethyltri(2-hydroxyethyl)ammonium